6-(1,1-difluoroethyl)-3-ethylsulfonyl-imidazo[1,2-a]pyridin-2-amine FC(C)(F)C=1C=CC=2N(C1)C(=C(N2)N)S(=O)(=O)CC